C(#N)C=1NC2=CC=CC=C2C1 cyanoindole